(3-chloro-2-fluoro-6-(trifluoromethyl)phenyl)pyrazine-2-carboxylic acid ClC=1C(=C(C(=CC1)C(F)(F)F)C=1C(=NC=CN1)C(=O)O)F